4-(3-(2-(methoxymethyl)phenyl)pyrazolo[1,5-a]pyrimidin-5-yl)piperazine-1-carboxylic acid isopropyl ester C(C)(C)OC(=O)N1CCN(CC1)C1=NC=2N(C=C1)N=CC2C2=C(C=CC=C2)COC